(S)-N-(1-(4-fluoro-3-(trifluoromethyl)phenyl)cyclopropyl)-N-(pyrrolidin-2-ylmethyl)-Methanesulfonamid FC1=C(C=C(C=C1)C1(CC1)N(S(=O)(=O)C)C[C@H]1NCCC1)C(F)(F)F